OC1=C(C=C(C=C1)C(C)(C)C1=CC=C(C=C1)C(CC1=CC(=C(C=C1)O)C(F)(F)F)C1=CC(=C(C=C1)O)C(F)(F)F)C(F)(F)F 4,4'-[1-{4-[1-(4-Hydroxy-3-trifluoromethylphenyl)-1-methylethyl]phenyl}ethylene]bis(2-trifluoromethylphenol)